COC=1C=C(C=CC1N1CCOCC1)B(O)O 3-METHOXY-4-MORPHOLINOPHENYLBORONIC ACID